oxepin-d4 O1C(=C(C(=C(C=C1)[2H])[2H])[2H])[2H]